FC1(CN(CCC1OC1=NC2=CC(=CC=C2C=C1C#N)OC)C)F ((3,3-difluoro-1-methylpiperidin-4-yl)oxy)-7-methoxyquinoline-3-carbonitrile